4-((6-methylhept-1,5-dien-4-yloxy)phenyl)butan-2-one CC(=CC(CC=C)OC1=C(C=CC=C1)CCC(C)=O)C